NCC=1C=CC=C2C3=C(COC12)C=CC(=C3)COC3=C(C=CC(=C3)[C@@H](C)OC)CC(=O)O |r| (±)-2-(2-((4-(aminomethyl)-6H-benzo[c]chromen-9-yl)methoxy)-4-(1-methoxyethyl)phenyl)acetic acid